C(CCCCCC)C1=CC=CC=C1 heptylbenzol